4-[5-[(1,3-Dihydro-1,3-dioxo-2H-inden-2-ylidene)methyl]-2-furanyl]benzoic acid O=C1C(C(C2=CC=CC=C12)=O)=CC1=CC=C(O1)C1=CC=C(C(=O)O)C=C1